tert-butyl (9-methyl-8,10-dioxo-7,9-diazadispiro[3.1.46.14]undecan-2-yl)carbamate CN1C(NC2(CC3(CC(C3)NC(OC(C)(C)C)=O)C2)C1=O)=O